Cl.O1COC2=C1C=CC=C2CN2[C@H](CCCCC2)C(=O)NC2=CC=C(C=C2)C2CC2 (2R)-1-(1,3-benzodioxol-4-ylmethyl)-N-(4-cyclopropylphenyl)azepane-2-carboxamide hydrochloride